C(C)(C)(C)OC(NCCN1CCN(CC1)C=1C=C2C(N(C(C2=CC1F)=O)C1C(NC(CC1)=O)=O)=O)=O tert-butyl(2-(4-(2-(2,6-dioxopiperidin-3-yl)-6-fluoro-1,3-dioxoisoindolin-5-yl)piperazin-1-yl)ethyl)carbamate